tri(tertiary butyl)silicon C(C)(C)(C)[Si](C(C)(C)C)C(C)(C)C